C1(=CC=CC=C1)C1=CC=C(C=O)C=C1 p-Phenylbenzaldehyde